isopentenyl-adenosine triphosphate P(O)(=O)(OP(=O)(O)OP(=O)(O)O)OC[C@@H]1[C@H]([C@H]([C@@](O1)(N1C=NC=2C(N)=NC=NC12)CCC(=C)C)O)O